ClC1=C(N=C(N(C1=O)C1=CC(=NC=C1C)N1C(C(=CC=C1)C(C)(C)O)=O)C)OCC1=NC=C(C=C1F)F 4'-{5-chloro-4-[(3,5-difluoropyridin-2-yl)methoxy]-2-methyl-6-oxopyrimidin-1-yl}-3-(2-hydroxypropan-2-yl)-5'-methyl-[1,2'-bipyridin]-2-one